ClC=1C=CC2=C(N=C(O2)C2CC3(CC(C3)NC(=O)C3=CC(=NC=C3)C(NO)=N)C2)C1 N-[6-(5-chloro-1,3-benzoxazol-2-yl)spiro[3.3]heptane-2-yl]-2-(N-hydroxycarbamimidoyl)pyridine-4-carboxamide